C(C1=CC=CC=C1)N1C(CN(CC1)CC(=O)N[C@@H](CC(=O)OCC1=CC=CC=C1)C(COC1=NC(=NC=C1)C(F)(F)F)=O)=O benzyl (S)-3-(2-(4-benzyl-3-oxopiperazin-1-yl)acetamido)-4-oxo-5-((2-(trifluoromethyl)pyrimidin-4-yl)oxy)pentanoate